(2R)-2-{[7-bromo-2-(4-methoxyphenyl)[1,2,4]triazolo[1,5-c]quinazolin-5-yl]amino}-1-[(2R)-2-methylmorpholin-4-yl]propan-1-one BrC1=CC=CC=2C=3N(C(=NC12)N[C@@H](C(=O)N1C[C@H](OCC1)C)C)N=C(N3)C3=CC=C(C=C3)OC